FC(CN1N=CC=C1CN1CC2(C1)CNC2)F 2-[[2-(2,2-difluoroethyl)pyrazol-3-yl]methyl]-2,6-diazaspiro[3.3]heptane